OCC1CCC(CC1)N1N=CC(=C1C(=O)OC(C)(C)C)NC(=O)C=1C=NN2C1N=C(C=C2)N2[C@H]1CO[C@@H](C2)C1 tert-butyl 2-[4-(hydroxymethyl)cyclohexyl]-4-[[5-[(1R,4R)-2-oxa-5-azabicyclo[2.2.1]heptan-5-yl]pyrazolo[1,5-a]pyrimidine-3-carbonyl]amino]pyrazole-3-carboxylate